ClC=1C=C(C(=C(C1)O)C=1C=2N(C(=NN1)N[C@H]1CN(CCC1)CC)C=CC2)F 5-chloro-2-(4-{[(3R)-1-ethylpiperidin-3-yl]amino}pyrrolo[1,2-d][1,2,4]triazin-1-yl)-3-fluorophenol